BrC=1C=2C(C(N(C1)C)=O)=NN(C2)C([2H])([2H])[2H] 4-bromo-6-methyl-2-(methyl-d3)-2,6-dihydro-7H-pyrazolo[3,4-c]pyridin-7-one